C(=CC)C[Si](C)(C)CCCCCCCCCCCC propenyl-dodecyl-trimethylsilane